N-(3-(5-(7-chloro-5-formylbenzo[d]oxazol-2-yl)-4-methylpyridin-3-yl)-2-methylphenyl)-5-methyl-4,5,6,7-tetrahydrothiazolo[5,4-c]pyridine-2-carboxamide ClC1=CC(=CC=2N=C(OC21)C=2C(=C(C=NC2)C=2C(=C(C=CC2)NC(=O)C=2SC=1CN(CCC1N2)C)C)C)C=O